C(C1=CC=CC=C1)N1[C@H]([C@@H](CC1)C=1C(=C(C(=O)N)C=C(C1NC)Cl)OC)C [(2S,3S)-1-benzyl-2-methylpyrrolidin-3-yl]-5-chloro-2-methoxy-4-(methylamino)benzamide